ClC1=C(C=CC(=C1)C)C[C@H]1NC(=NOC1)C1=CC=2N(N=C1OC1=CC(=CC=C1)C1CC1)C=CC2 |r| (5RS)-5-[(2-chloro-4-methyl-phenyl)methyl]-3-[2-(3-cyclopropylphenoxy)pyrrolo[1,2-b]pyridazin-3-yl]-5,6-dihydro-4H-1,2,4-oxadiazine